1-(6-acetamidopyridin-2-yl)-6-chloro-N-((1R,2R,4S)-7-cyano-7-azabicyclo[2.2.1]heptan-2-yl)-1H-indazole-5-carboxamide C(C)(=O)NC1=CC=CC(=N1)N1N=CC2=CC(=C(C=C12)Cl)C(=O)N[C@H]1[C@H]2CC[C@@H](C1)N2C#N